5-chloro-N2-{2-methoxy-4-[4-(4-methylpiperazin-1-yl)piperidin-1-yl]phenyl}-N4-phenylpyrimidine-2,4-diamine ClC=1C(=NC(=NC1)NC1=C(C=C(C=C1)N1CCC(CC1)N1CCN(CC1)C)OC)NC1=CC=CC=C1